tetranitrogen pyran O1CC=CC=C1.[N].[N].[N].[N]